CO[C@@H]1CCC([C@H](C1)C1=CC=C(C(=O)OC)C=C1)=O |r| Racemic-methyl 4-((1R*,5R*)-5-methoxy-2-oxocyclohexyl)benzoate